C(C)OC(CCCCCC1C(C1)CCCCCCCCC(CCCCCCC)CN(C)C)=O ethyl-6-(2-{9-[(dimethylamino)methyl]hexadecyl}cyclopropyl)hexanoate